N[C@@H](CC(C)C)C(=O)N[C@@H](CO)C(=O)O Leucylserine